COC=1C=C2C(=NC(=NC2=CC1OC)C)NC(C)C=1SC(=CC1)C=1C=C2C=CN(C2=CC1)C 6,7-dimethoxy-2-methyl-N-{1-[5-(1-methyl-1H-indol-5-yl)thiophen-2-yl]ethyl}quinazolin-4-amine